1-cyclohexane-carboxylic acid C1(CCCCC1)C(=O)O